COC(CN[C@H]1C[C@@H](OC[C@@H]1NC(=O)OC(C)(C)C)C(=O)N1[C@H](C2=CC=CC=C2CC1)C1=CC=C(C=C1)F)=O ((2R,4S,5R)-5-((tert-butoxycarbonyl)amino)-2-((S)-1-(4-fluorophenyl)-1,2,3,4-tetrahydroisoquinoline-2-carbonyl)tetrahydro-2H-pyran-4-yl)glycine methyl ester